(2R,4S)-N-(2-chloropyrimidin-5-yl)-1-([1,3]dioxolo[4,5-c]pyridin-4-ylmethyl)-4-fluoro-pyrrolidine-2-carboxamide ClC1=NC=C(C=N1)NC(=O)[C@@H]1N(C[C@H](C1)F)CC1=NC=CC2=C1OCO2